C(CCC\C=C/C\C=C/C\C=C/C\C=C/CCCCC)(=O)OCCCCCCCCCCCCCCCCCCCCCCCCCCC heptacosan-1-yl arachidonate